2-(tert-butyl)-4-methyl-6-(tert-amyl)phenol C(C)(C)(C)C1=C(C(=CC(=C1)C)C(C)(C)CC)O